(1R,2R)-2-(difluoromethyl)-N-(6-(1-((3S,4S)-4-hydroxy-3-methyltetrahydrofuran-3-yl)piperidin-4-yl)-7-methylisoquinolin-3-yl)cyclopropane-1-carboxamide FC([C@H]1[C@@H](C1)C(=O)NC=1N=CC2=CC(=C(C=C2C1)C1CCN(CC1)[C@]1(COC[C@H]1O)C)C)F